[N+](=O)([O-])C1=C2C=CC=C(C2=CC=C1)C1=NC(=C2N1CCNC2)C(=O)NC2CCOCC2 3-(5-Nitro-naphthalen-1-yl)-N-(tetrahydro-2H-pyran-4-yl)-5,6,7,8-tetrahydroimidazo[1,5-a]Pyrazine-1-carboxamide